ClN1C(N(CC1)CCOC1=C(C2=CC3=CC4=CC=CC=C4C=C3C=C2C=C1)C#[N+][O-])=O 2-(2-(3-chloro-2-oxoimidazolidin-1-yl)ethoxy)-1-naphthacenenitrile oxide